CC1=NC(=CC=C1OCC1C(CCCC1)C(=O)O)C1=C(C(=NO1)C)COC(N(CCC)C)=O 2-(((2-methyl-6-(3-methyl-4-(((methyl(propyl)carbamoyl)oxy)methyl)isoxazol-5-yl)pyridin-3-yl)oxy)methyl)cyclohexane-1-carboxylic acid